Quinoxaline-2-carboxylic acid tert-butyl ester C(C)(C)(C)OC(=O)C1=NC2=CC=CC=C2N=C1